4-((3-(5-Fluoropyrimidin-2-yl)-2-methoxyphenyl)amino)-N-(methyl-d3)-6-((5-methyl-4-oxo-4,5,6,7-tetrahydropyrazolo[1,5-a]pyrazin-2-yl)amino)pyridazine-3-carboxamide FC=1C=NC(=NC1)C=1C(=C(C=CC1)NC1=C(N=NC(=C1)NC1=NN2C(C(N(CC2)C)=O)=C1)C(=O)NC([2H])([2H])[2H])OC